C12(CC3CC(CC(C1)C3)C2)CN ((3r,5r,7r)-adamantan-1-yl)methylamine